5-{1-fluoro-3-hydroxy-7-[(2R)-2-(propan-2-yl)morpholin-4-yl]-5,6,7,8-tetrahydronaphthalen-2-yl}-1λ6,2,5-thiadiazolidine-1,1,3-trione FC1=C(C(=CC=2CCC(CC12)N1C[C@H](OCC1)C(C)C)O)N1CC(NS1(=O)=O)=O